2-methoxy-3-(1-(4-(1-methyl-4-(trifluoromethyl)-1H-imidazol-2-yl)benzyl)-1H-pyrazolo[3,4-d]pyrimidin-6-yl)isonicotinonitrile COC=1C(=C(C#N)C=CN1)C1=NC=C2C(=N1)N(N=C2)CC2=CC=C(C=C2)C=2N(C=C(N2)C(F)(F)F)C